N2-(3,5-dichlorophenyl)-5-(1-methyl-1H-pyrazol-4-yl)-N4-(1-methylpiperidin-4-yl)pyrimidine-2,4-diamine ClC=1C=C(C=C(C1)Cl)NC1=NC=C(C(=N1)NC1CCN(CC1)C)C=1C=NN(C1)C